C1(=CC=CC=C1)S(=O)(=O)OC1=CC=C(C=C1)NC(=O)NC1=CC=C(C=C1)OS(=O)(=O)CC N-[4-(benzenesulfonyloxy)phenyl]-N'-[4-(ethanesulfonyloxy)phenyl]urea